(Z)-(2-naphthyl)-7-(pyridin-2-yl)hept-6-en-1-one C1=C(C=CC2=CC=CC=C12)C(CCCC\C=C/C1=NC=CC=C1)=O